cis-2,8-dimethyl-2,3,4,4a,5,9b-hexahydro-1H-pyrido[4,3-b]indole CN1C[C@H]2[C@H](NC=3C=CC(=CC23)C)CC1